1-tert-butoxycarbonyl-3-(aminomethyl)pyrrolidine C(C)(C)(C)OC(=O)N1CC(CC1)CN